C(C1=CC=CC=C1)N(CCC1=NC(=C(C(=C1)C(C)(C)O)F)C1=CC=C(C=C1)F)CC1=CC=CC=C1 2-(Dibenzylamino)-1-[5-fluoro-6-(4-fluorophenyl)-4-(2-hydroxypropan-2-yl)pyridin-2-yl]ethan